3-(1-((2-(trimethylsilyl)ethoxy)methyl)-1H-pyrazol-4-yl)benzamide C[Si](CCOCN1N=CC(=C1)C=1C=C(C(=O)N)C=CC1)(C)C